3,3'-disulfanediylbis(pyridin-2-amine) S(SC=1C(=NC=CC1)N)C=1C(=NC=CC1)N